C(C)(C)(C)OC(=O)N1CCC(CC1)OCC=1C=NC=C(C1)[C@](C1=CC=C(C=C1)C(C)C)(O)C1(CN(C1)C)C 4-{5-[(R)-(1,3-Dimethyl-azetidin-3-yl)-hydroxy-(4-isopropyl-phenyl)-methyl]-pyridin-3-ylmethoxy}-piperidine-1-carboxylic acid tert-butyl ester